C1=2C3=C(C(N1)=CC=1C4=C(C(N1)=CC1=C5C(=C(N1)C=C1C6=C(C(=N1)C2)C=CC=C6)C=CC=C5)C=CC=C4)C=CC=C3 tetrabenzoporphyrin